N1(CCC1)C=1C=C(C=NC1)C=1N=NN(C1)CC=1N=C2N(C=C(C=C2)CN2CCC(CC2)(C)C)C1 2-((4-(5-(azetidin-1-yl)pyridin-3-yl)-1H-1,2,3-triazol-1-yl)methyl)-6-((4,4-dimethylpiperidin-1-yl)methyl)imidazo[1,2-a]pyridine